benzotriazole-1-yl-oxytripyrrolidinylphosphine N1(N=NC2=C1C=CC=C2)OC2N(CCC2)P(N2CCCC2)N2CCCC2